ClC1=NC(=NC(=N1)OCC1=CC=C(C=C1)OC)NCC=1N=C2N(C=C(C=C2)C2CC2)C1 4-chloro-N-((6-cyclopropylimidazo[1,2-a]pyridin-2-yl)methyl)-6-((4-methoxybenzyl)oxy)-1,3,5-triazin-2-amine